O1CCN(CC1)CC(=O)N[C@H](C(=O)NC(C(=O)N)CCC)CCC1=CC=CC=C1 2-((S)-2-(2-morpholinoacetamido)-4-phenylbutanamido)pentanamide